dicyclohexyl-(2',6'-dimethoxy-[1,1'-biphenyl]-2-yl)phosphine E,Z-7,11-hexadecadienyl-acetate C(CCCCC\C=C\CC\C=C/CCCC)CC(=O)O.C1(CCCCC1)P(C1=C(C=CC=C1)C1=C(C=CC=C1OC)OC)C1CCCCC1